C(C)O[Si](CCCSSSSCCC[Si](OCC)(OCC)OCC)(OCC)OCC bis-[3-(triethoxy) silylpropyl] tetrasulfide